4-((((r,4r)-4-hydroxy-4-methylcyclohexyl)methyl)amino)-3-nitrobenzenesulfonamide OC1(CCC(CC1)CNC1=C(C=C(C=C1)S(=O)(=O)N)[N+](=O)[O-])C